The molecule is a single-stranded DNA oligonucleotide comprised of two deoxyadenosine, six deoxycytidine, four thymidine and five deoxyguanidine residues connected by 3'->5' phosphodiester linkages in the sequence d[CGAGCTGCCTTCAGTCG]. It can exist as a hairpin structure in several different conformations. CC1=CN(C(=O)NC1=O)[C@H]2C[C@@H]([C@H](O2)COP(=O)(O)O[C@H]3C[C@@H](O[C@@H]3COP(=O)(O)O[C@H]4C[C@@H](O[C@@H]4COP(=O)(O)O[C@H]5C[C@@H](O[C@@H]5COP(=O)(O)O[C@H]6C[C@@H](O[C@@H]6COP(=O)(O)O[C@H]7C[C@@H](O[C@@H]7COP(=O)(O)O[C@H]8C[C@@H](O[C@@H]8COP(=O)(O)O[C@H]9C[C@@H](O[C@@H]9COP(=O)(O)O[C@H]1C[C@@H](O[C@@H]1COP(=O)(O)O[C@H]1C[C@@H](O[C@@H]1CO)N1C=CC(=NC1=O)N)N1C=NC2=C1N=C(NC2=O)N)N1C=NC2=C(N=CN=C21)N)N1C=NC2=C1N=C(NC2=O)N)N1C=CC(=NC1=O)N)N1C=C(C(=O)NC1=O)C)N1C=NC2=C1N=C(NC2=O)N)N1C=CC(=NC1=O)N)N1C=CC(=NC1=O)N)OP(=O)(O)OC[C@@H]1[C@H](C[C@@H](O1)N1C=C(C(=O)NC1=O)C)OP(=O)(O)OC[C@@H]1[C@H](C[C@@H](O1)N1C=CC(=NC1=O)N)OP(=O)(O)OC[C@@H]1[C@H](C[C@@H](O1)N1C=NC2=C(N=CN=C21)N)OP(=O)(O)OC[C@@H]1[C@H](C[C@@H](O1)N1C=NC2=C1N=C(NC2=O)N)OP(=O)(O)OC[C@@H]1[C@H](C[C@@H](O1)N1C=C(C(=O)NC1=O)C)OP(=O)(O)OC[C@@H]1[C@H](C[C@@H](O1)N1C=CC(=NC1=O)N)OP(=O)(O)OC[C@@H]1[C@H](C[C@@H](O1)N1C=NC2=C1N=C(NC2=O)N)O